2-[4-fluoro-2-isopropyl-6-(2-methoxy-4-pyridinyl)phenyl]Acetic acid FC1=CC(=C(C(=C1)C1=CC(=NC=C1)OC)CC(=O)O)C(C)C